CC1C(B(CC1)C)(C)C tetramethylborolan